3-(6-(benzyloxy)pyridazin-3-yl)-4,4-difluoropiperidine-1-carboxylic acid tert-butyl ester C(C)(C)(C)OC(=O)N1CC(C(CC1)(F)F)C=1N=NC(=CC1)OCC1=CC=CC=C1